FC1=C(C(=O)N([C@H]2CNCCC2)C2=NC=CC3=CC=CC(=C23)C)C=CC(=C1)C1=CC(=NN1)C (R)-2-fluoro-4-(3-methyl-1H-pyrazol-5-yl)-N-(8-methylisoquinolin-1-yl)-N-(piperidin-3-yl)benzamide